ClC1=C(C(=NC2=CC(=CC=C12)C1=CC=NN1C)N1CC2(CN(C2)C(=O)OC(C)(C)C)CC1)C tert-butyl 6-(4-chloro-3-methyl-7-(1-methyl-1H-pyrazol-5-yl) quinolin-2-yl)-2,6-diazaspiro[3.4]octane-2-carboxylate